[Si](C)(C)(C(C)(C)C)OCCC(C)(C)C1=C(C=C(C=C1C)C)OC([C@@H](C)C1=CC2=CC=C(C=C2C=C1)OC)=O.CC1=C(C(=CC(=C1)C)C)P(C1=C(C=C(C=C1C)C)C)C1=C(C=C(C=C1C)C)C tri(2,4,6-trimethylphenyl)phosphine 2-(4-((tert-butyldimethylsilyl)oxy)-2-methylbutan-2-yl)-3,5-dimethylphenyl-(S)-2-(6-methoxynaphthalen-2-yl)propanoate